F[P-](F)(F)(F)(F)F.FC=1C(=C(C=C(C1)F)[Ir-]C1=C(C(=CC(=C1)F)F)C1=NC=C(C=C1)C(F)(F)F)C1=NC=C(C=C1)C(F)(F)F bis{3,5-difluoro-2-[5-(trifluoromethyl)pyridin-2-yl]Phenyl}iridium (I) hexafluorophosphate